(1R,3S)-3-(3-(3-((2-(1,3-dioxolan-2-yl)-3-((4-methoxybenzyl)oxy) benzyl)oxy)-1-methyl-1H-pyrazole-5-carboxamido)-1H-pyrazol-5-yl)cyclopentyl isopropylcarbamate C(C)(C)NC(O[C@H]1C[C@H](CC1)C1=CC(=NN1)NC(=O)C1=CC(=NN1C)OCC1=C(C(=CC=C1)OCC1=CC=C(C=C1)OC)C1OCCO1)=O